2,6-bis(2',4'-diethoxyphenyl)-4-(4'-dimethylaminophenyl)pyridine C(C)OC1=C(C=CC(=C1)OCC)C1=NC(=CC(=C1)C1=CC=C(C=C1)N(C)C)C1=C(C=C(C=C1)OCC)OCC